Cl.N[C@@H]1CC[C@H]([C@@H](C1)O)C (1R,2R,5R)-5-AMINO-2-METHYLCYCLOHEXANOL HYDROCHLORID